C(C)(C)(C)N(C(O)=O)C(C(=O)NCC1=NC=CC=C1SC1CCCC1)(C)C.CN(C)[Si]([Si](C)(C)C)(C)N(C)C bis(dimethylamino)tetramethyldisilane tert-butyl-(1-(((3-(cyclopentylthio)pyridin-2-yl)methyl)amino)-2-methyl-1-oxoprop-2-yl)carbamate